lauryl octatriacontanoate C(CCCCCCCCCCCCCCCCCCCCCCCCCCCCCCCCCCCCC)(=O)OCCCCCCCCCCCC